2-(3-(1-chloronaphthalen-2-yl)phenyl)-4,6-diphenyl-1,3,5-triazine ClC1=C(C=CC2=CC=CC=C12)C=1C=C(C=CC1)C1=NC(=NC(=N1)C1=CC=CC=C1)C1=CC=CC=C1